FC1=CN=C2N1C=C(C=C2C(=O)OC)CNC2(CC2)C methyl 3-fluoro-6-(((1-methylcyclopropyl)amino)methyl)imidazo[1,2-a]pyridine-8-carboxylate